N[C@@H](CCN[C@@H](CCN1[C@@H](CC1)C(=O)O)C(=O)O)C(=O)O (2S)-1-[(3S)-3-{[(3S)-3-amino-3-carboxypropyl]amino}-3-carboxypropyl]azetidine-2-carboxylic acid